Cl.NC1(C(CCCC1)=O)C1=C(C=CC=C1)Cl (+)-2-amino-2-(2-chlorophenyl)cyclohexanone hydrochloride